N1N=CC2=CC(=CC=C12)S(=O)(=O)C=1C=C(N(C1C)C)C(=O)NS(=O)(=NC)C1=CC=CC=C1 4-(1H-indazol-5-ylsulfonyl)-1,5-dimethyl-N-(N-methyl-S-phenyl-sulfonimidoyl)pyrrole-2-carboxamide